BrC=1C=C2C[C@@H]([C@@H](C2=CC1)N1CCN(CC1)C(=O)OC(C)(C)C)F |o1:5,6| tert-butyl 4-[(1R*,2S*)-5-bromo-2-fluoro-2,3-dihydro-1H-inden-1-yl]piperazine-1-carboxylate